N-(4-((2-(1,1-difluoroethyl)pyrimidin-4-yl)amino)-5-(5-(pyrrolidin-1-yl)pyrazin-2-yl)pyridin-2-yl)acetamide FC(C)(F)C1=NC=CC(=N1)NC1=CC(=NC=C1C1=NC=C(N=C1)N1CCCC1)NC(C)=O